[C@@H]1(C(O)=C[C@@H](CO)O1)N1C(=O)N=C(N)C=C1 3'-deoxy-2',3'-didehydrocytidine